(S)-5-(((R)-tert-butylsulfinyl)amino)-2-methyl-5,7-dihydrospiro[cyclopenta[b]pyridine-6,4'-piperidine]-1'-carboxylic acid C(C)(C)(C)[S@@](=O)N[C@@H]1C=2C(=NC(=CC2)C)CC12CCN(CC2)C(=O)O